N4-cyclopropyl-N2-(5,6,7,8-tetrahydro-1,6-naphthyridin-3-yl)-5-(trifluoromethyl)pyrimidine-2,4-diamine C1(CC1)NC1=NC(=NC=C1C(F)(F)F)NC=1C=NC=2CCNCC2C1